2-isopropyl-2H-pyrazolo[4,3-b]Pyridine-5-carboxylic acid methyl ester COC(=O)C=1C=CC=2C(N1)=CN(N2)C(C)C